C(#C)C1=NN(C2=CC=C(C=C12)C1=C(N(N=C1)C)CN(CC(C)O)C)C1OCCCC1 1-[[4-(3-ethynyl-1-tetrahydropyran-2-yl-indazol-5-yl)-2-methyl-pyrazol-3-yl]methyl-methyl-amino]propan-2-ol